C(C=C)(=O)[Mg].[Mg] magnesium alloyl-magnesium